FC=1C=C(C=CC1)[C@H]1[C@@H](C12C(C1=CC=CC=C1C2=O)=O)C(=O)OCC ethyl (2S,3R)-3-(3-fluorophenyl)-1',3'-dioxo-1',3'-dihydrospiro[cyclopropane-1,2'-indene]-2-carboxylate